Tert-butyl N-[(2S)-4-carbamoyl-1-(2-chloro-3-{5-[1-(2,6-dioxopiperidin-3-yl)-3-methyl-2-oxo-1,3-benzodiazol-5-yl]pentyl}phenoxy)butan-2-yl]carbamate C(N)(=O)CC[C@@H](COC1=C(C(=CC=C1)CCCCCC1=CC2=C(N(C(N2C)=O)C2C(NC(CC2)=O)=O)C=C1)Cl)NC(OC(C)(C)C)=O